ethyl 6-[5-[5-[(1R)-1-(3,5-dichloro-2-methyl-4-pyridyl)ethoxy]-1H-indazol-3-yl]-2-pyridyl]-2,6-diazaspiro[3.3]heptane-2-carboxylate ClC=1C(=NC=C(C1[C@@H](C)OC=1C=C2C(=NNC2=CC1)C=1C=CC(=NC1)N1CC2(CN(C2)C(=O)OCC)C1)Cl)C